C1=NC(=CC2=CC=CC=C12)OC(=O)[C@H]1C(C1)(F)F.[N+](=O)([O-])C=1C=CC2=C(C(=CC(O2)=O)NC2=CC=C(C=C2)NS(=O)(=O)C2=C(C=CC=C2)C(F)(F)F)C1 N-(4-((6-nitro-2-oxo-2H-benzopyran-4-yl)amino)phenyl)-2-(trifluoromethyl)benzenesulfonamide isoquinolin-3-yl-(S)-2,2-difluorocyclopropane-1-carboxylate